2-(2-Chlorophenyl)[1,2,4]triazolo[1,5-c]quinazolin-5(6H)-one ClC1=C(C=CC=C1)C1=NN2C(NC=3C=CC=CC3C2=N1)=O